(2R)-1-isopropylpyrrolidin C(C)(C)N1CCCC1